2-(6-{5-chloro-2-[(oxan-4-yl)amino]pyrimidin-4-yl}-1-oxo-2,3-dihydro-1H-isoindol-2-yl)-N-[(1R)-1-phenylethyl]acetamide ClC=1C(=NC(=NC1)NC1CCOCC1)C1=CC=C2CN(C(C2=C1)=O)CC(=O)N[C@H](C)C1=CC=CC=C1